C(CCCCCCC\C=C/CCCCCCCCCC)(=O)[O-].[Co+2].C(CCCCCCC\C=C/CCCCCCCCCC)(=O)[O-] cobalt gadoleate